2-amino-N-[(3-fluoro-6-methyl-2-pyridyl)methyl]-8-methoxy-quinazoline-4-carboxamide NC1=NC2=C(C=CC=C2C(=N1)C(=O)NCC1=NC(=CC=C1F)C)OC